C(=O)=N[C@@H](CC1=CC=CC2=CC=CC=C12)C(=O)O carbonyl-β-(1-naphthyl)-L-alanine